CN1N=CC=C1C=1OC(C(N1)C1CC2(C1)CCC2)=O 2-(2-methylpyrazol-3-yl)-4-(spiro[3.3]heptane-2-yl)-4H-oxazol-5-one